1,3,5-Triimidazolylbenzene N1C(=NC=C1)C1=CC(=CC(=C1)C=1NC=CN1)C=1NC=CN1